C(C1=CC=CC=C1)OC1=NC=C(C=C1S(=O)(=O)Cl)Cl 2-(benzyloxy)-5-chloropyridine-3-sulfonyl chloride